C(C)(=O)C=1C(=CC(=NC1OC)NC(=O)C1CC(C2=C1C=NC=1N2N=C(C1)Cl)(C)C)C(F)F N-(5-acetyl-4-(difluoromethyl)-6-methoxypyridin-2-yl)-2-chloro-8,8-dimethyl-7,8-dihydro-6H-cyclopenta[e]pyrazolo[1,5-a]pyrimidine-6-carboxamide